N1N=C(C=C1)CCC=1SC2=C(N(C=3C(N(N=CC32)CC3=NN(C=C3)C)=O)C)N1 2-(2-(1H-pyrazol-3-yl)ethyl)-4-methyl-6-((1-methyl-1H-pyrazol-3-yl)methyl)-4H-thiazolo[5',4':4,5]Pyrrolo[2,3-d]Pyridazin-5(6H)-one